NC([C@@](CO)(C)NC(=O)C1=C(OC2=C1C=C(C=C2)OCC2=C(N=CS2)C)C)=O (S)-N-(1-amino-3-hydroxy-2-methyl-1-oxopropan-2-yl)-2-methyl-5-((4-methylthiazol-5-yl)methoxy)benzofuran-3-carboxamide